(R)-8-acryloyl-4-chloro-3-(2-fluorophenyl)-1-((R)-4-hydroxy-2,2-dimethylpyrrolidin-1-yl)-6,6a,7,8,9,10-hexahydro-12H-pyrazino[2,1-c]pyrido[3,4-f][1,4]oxazepin-12-one C(C=C)(=O)N1C[C@@H]2COC3=C(C(N2CC1)=O)C(=NC(=C3Cl)C3=C(C=CC=C3)F)N3C(C[C@H](C3)O)(C)C